OCT-2-EN-4-ONE CC=CC(CCCC)=O